3-methyl-2-[7-(1-methyl-3,6-dihydro-2H-pyridin-5-yl)furo[3,2-c]pyridazin-3-yl]-5-(trifluoromethyl)phenol CC=1C(=C(C=C(C1)C(F)(F)F)O)C1=CC2=C(N=N1)C(=CO2)C2=CCCN(C2)C